ClC1=CC=C(C=C1)C(=O)C1=C(C=C(C=C1Cl)CN1N=NC2=C1N=CN=C2NCCOC)Cl (4-Chlorophenyl)(2,6-dichloro-4-((7-((2-methoxyethyl)amino)-3H-[1,2,3]triazolo[4,5-d]pyrimidin-3-yl)methyl)phenyl)methanone